ClC=1C(=NC=CC1)N1N=C(C=C1C1=NC2=C(C(O1)=O)C1=C(C=C2C)N=NN1)OC 7-[2-(3-chloro-2-pyridyl)-5-methoxy-pyrazol-3-yl]-5-methyl-1H-triazolo[4,5-f][3,1]benzoxazin-9-one